N-(3-bromo-2-fluoro-Phenyl)-N-(2,2-difluoroethyl)-6-fluoro-2-hydrazino-quinazolin-4-amine BrC=1C(=C(C=CC1)N(C1=NC(=NC2=CC=C(C=C12)F)NN)CC(F)F)F